6-(4-methoxypyridin-3-yl)-4-methyl-1-(4-((2R,3S)-2-methyl-3-((methylsulfonyl)methyl)azetidin-1-yl)-6-(3-methylthiophen-2-yl)pyridin-2-yl)-1H-pyrazolo[4,3-c]pyridine COC1=C(C=NC=C1)C1=CC2=C(C(=N1)C)C=NN2C2=NC(=CC(=C2)N2[C@@H]([C@H](C2)CS(=O)(=O)C)C)C=2SC=CC2C